C1=C(C)C=CC(C(C)C)=C1O cis-thymol